FC=1C(=NC=CC1C#CC=1C=C2C(=NC1)NN=C2)NS(=O)(=O)C2=C(N=C(S2)C)C N-[3-Fluoro-4-(2-{1H-pyrazolo[3,4-b]pyridin-5-yl}ethynyl)pyridin-2-yl]-2,4-dimethyl-1,3-thiazole-5-sulfonamide